C(C1=CC=CC=C1)OC1=CC=C(C=C1)OCC(F)F 1-(benzyloxy)-4-(2,2-difluoroethoxy)benzene